C(CCCCCC(C)(C)C)(=O)[O-].C(CCCCCC(C)(C)C)(=O)[O-].C(CCCCCCC)[Sn+2]CCCCCCCC dioctyltin bisneodecanoate